[C@H]12[C@H](C[C@H](CC1)N2)O |r| racemic-(1R,2S,4S)-7-azabicyclo[2.2.1]heptan-2-ol